P(O)([O-])=O.[NH4+] ammonium monohydrogen phosphonate